2-(((S)-1-(1H-tetrazol-1-yl)propan-2-yl)oxy)-4-(2-((3-(3-methoxypropoxy)-1-((1r,4r)-4-morpholinocyclohexyl)-1H-pyrazol-4-yl)amino)pyrimidin-5-yl)benzonitrile N1(N=NN=C1)C[C@H](C)OC1=C(C#N)C=CC(=C1)C=1C=NC(=NC1)NC=1C(=NN(C1)C1CCC(CC1)N1CCOCC1)OCCCOC